2,3-difluoro-N-(2-methoxyethyl)-6-nitro-aniline FC1=C(NCCOC)C(=CC=C1F)[N+](=O)[O-]